(3-(bis(2-hydroxyethyl) amino)-2-hydroxypropyl) carbamate C(N)(OCC(CN(CCO)CCO)O)=O